FC1=C(C(=O)NC(OC2=CC=CC=C2)=O)C=CC(=C1)F Phenyl (2,4-difluorobenzoyl)carbamate